C(C)(C)(C)N(C(O)=O)CC(CN(C(O)=O)C(C)(C)C)C(=O)ON1C(CCC1=O)=O.C(C#CC)C1CCN(CC1)C1=CC(=C2CNC(C2=C1)=O)C1=CC=C(C=C1)OC1=CC=CC=C1 6-(4-(but-2-ynyl)piperidin-1-yl)-4-(4-phenoxyphenyl)isoindolin-1-one Di-tert-butyl-(2-{[(2,5-dioxopyrrolidin-1-yl)oxy]carbonyl}propane-1,3-diyl)biscarbamate